tert-butyl 4-((4-(3-(2-(benzyloxy)-6-hydroxypyridin-3-yl)-7-fluoro-1-methyl-1H-indazol-6-yl)piperidin-1-yl)methyl)-3-fluoropiperidine-1-carboxylate C(C1=CC=CC=C1)OC1=NC(=CC=C1C1=NN(C2=C(C(=CC=C12)C1CCN(CC1)CC1C(CN(CC1)C(=O)OC(C)(C)C)F)F)C)O